2-(3,5-dichloro-1-methyl-1H-indazol-4-yl)-1-[(1S)-5-[(1S)-2,2-difluoro-1-hydroxyethyl]-1-methyl-3,4-dihydroisoquinolin-2(1H)-yl]ethanone ClC1=NN(C2=CC=C(C(=C12)CC(=O)N1[C@H](C2=CC=CC(=C2CC1)[C@@H](C(F)F)O)C)Cl)C